[I-].CC=1SC2=C([N+]1C)C=CC=C2C 2,3,7-trimethylbenzo[d]thiazol-3-ium iodide